O=C1C[C@@H](CN1)OC(=O)N1CCN(CC1)C1=NC=2N(C=C1)N=CC2C=2C(=NC=CC2)OC2CC2 [(3S)-5-oxopyrrolidin-3-yl]4-[3-[2-(cyclopropoxy)-3-pyridyl]pyrazolo[1,5-a]pyrimidin-5-yl]piperazine-1-carboxylate